(S)-(-)-5,5'-bis(diphenylphosphino)-4,4'-bi-1,3-benzodioxole C1OC2=C(O1)C(=C(C=C2)P(C3=CC=CC=C3)C4=CC=CC=C4)C5=C(C=CC6=C5OCO6)P(C7=CC=CC=C7)C8=CC=CC=C8